ClC1=CC2=C(N=C(S2)NC(COC2=CC=C(C=C2)C=C2C(NNC2=O)=O)=O)C=C1 N-(6-chlorobenzo[d]thiazol-2-yl)-2-(4-((3,5-dioxopyrazolidin-4-ylidene)methyl)phenoxy)acetamide